1-[(2R)-2-(4-cyclopropyltriazol-1-yl)-3,3-dimethyl-butyryl]-4-hydroxy-N-[2-(methylsulfonylaminomethyl)cyclopentyl]pyrrolidine-2-carboxamide C1(CC1)C=1N=NN(C1)[C@@H](C(=O)N1C(CC(C1)O)C(=O)NC1C(CCC1)CNS(=O)(=O)C)C(C)(C)C